C12(CC3CC(CC(C1)C3)C2)CN2N=CC(=C2C)C2=C(C=3CCCN(C3C=C2)C=2N=NC(=CC2)NC=2SC3=C(N2)C=CC=C3)C(=O)O 6-(1-(adamantan-1-ylmethyl)-5-methyl-1H-pyrazol-4-yl)-1-(6-(benzo[d]thiazol-2-ylamino)pyridazin-3-yl)-1,2,3,4-tetrahydroquinoline-5-carboxylic acid